C1(=CC=CC=C1)CCCl 2-Phenylethyl chloride